C(C)OC(=O)C1=C(C2=C(CCC3=CN(N=C23)CC=2C(=NC(=CC2)C)C)O1)C 2-[(2,6-Dimethylpyridin-3-yl)methyl]-8-methyl-4,5-dihydro-2H-furo[2,3-g]indazole-7-carboxylic acid ethyl ester